FC=1C=2N(C=C(C1)NC(=O)C=1N=CC(=NC1)C=1CCN(CC1)C(=O)OC(C)(C)C)C=C(N2)C tert-butyl 4-(5-((8-fluoro-2-methylimidazo[1,2-a]pyridin-6-yl) carbamoyl) pyrazin-2-yl)-3,6-dihydropyridine-1(2H)-carboxylate